3-(6-acetyl-5-fluoro-benzofuran-3-yl)piperidine-2,6-dione C(C)(=O)C1=CC2=C(C(=CO2)C2C(NC(CC2)=O)=O)C=C1F